(R)-triazolone N=1N=NC(C1)=O